COC(C(C)SC1=NN=C2N1C(=CC(N2)=O)CCC)=O methyl-2-[(7-oxo-5-propyl-7,8-dihydro[1,2,4]triazolo[4,3-a]pyrimidin-3-yl)sulfanyl]propanoate